C(C1=CC=CC=C1)OC(=O)C(C(C)=O)C1NCCCC1O (E)-benzyloxycarbonyl-(3-hydroxy-2-piperidinyl)-2-propanone